(E)-3-(3-hydroxy-4-methoxyphenyl)allyl isobutyl carbonate C(OC\C=C\C1=CC(=C(C=C1)OC)O)(OCC(C)C)=O